(2-((Chlorocarbonyl)(methyl)amino)ethyl)(methyl)carbamic acid tert-butyl ester C(C)(C)(C)OC(N(C)CCN(C)C(=O)Cl)=O